ClC1=C(C=CC(=C1)F)CC(=O)N1CCC2=CC(=CC(=C12)F)C1=NC(=NC=C1)NC1=CC=NN1C 2-(2-chloro-4-fluorophenyl)-1-(7-fluoro-5-(2-((1-methyl-1H-pyrazol-5-yl)amino)pyrimidin-4-yl)indolin-1-yl)ethan-1-one